dihydroxy-2,5-hexanedione OC(C(C(C)=O)O)C(C)=O